Cl.FC1=CC(=C(CN2N=CC(=C2)CN)C=C1)OC (1-(4-fluoro-2-methoxybenzyl)-1H-pyrazol-4-yl)methylamine hydrochloride